C(\C=C\C1=CC(OC)=C(O)C=C1)(=O)NCCCCNC(\C=C\C1=CC(OC)=C(O)C=C1)=O N,N'-Diferuloylputrescine